3-bromo(2H6)propan-1-ol BrC(C(C(O)([2H])[2H])([2H])[2H])([2H])[2H]